3-(2-((4-(4-amino-3-(4-phenoxyphenyl)-1H-pyrazolo[3,4-d]pyrimidin-1-yl)piperidin-1-yl)methyl)-4-fluorophenyl)piperidine-2,6-dione NC1=C2C(=NC=N1)N(N=C2C2=CC=C(C=C2)OC2=CC=CC=C2)C2CCN(CC2)CC2=C(C=CC(=C2)F)C2C(NC(CC2)=O)=O